O(C#N)C1=C(C=CC=C1)OC#N dicyanatobenzene